4-[[3-(3,5-difluorophenyl)-5-(trifluoromethyl)-4H-isoxazole-5-carbonyl]amino]tetrahydrofuran-2-carboxylic acid methyl ester COC(=O)C1OCC(C1)NC(=O)C1(CC(=NO1)C1=CC(=CC(=C1)F)F)C(F)(F)F